FC=1C=C(C=CC1F)N(C(/C=C/C(=O)OCC)=O)C([2H])([2H])[2H] ethyl (E)-4-((3,4-difluorophenyl) (methyl-d3) amino)-4-oxobut-2-enoate